rac-tert-butyl ((1S,3S)-3-aminocyclobutyl)carbamate NC1CC(C1)NC(OC(C)(C)C)=O